COC1(CCNCC1)C(=O)N[C@@H](\C=C/S(=O)(=O)C)C 4-methoxy-N-[(Z,1R)-1-methyl-3-methylsulfonyl-allyl]piperidine-4-carboxamide